3-(β-D-glucopyranosyloxy)-5-methyl-4-[(4-methylthiophenyl)methyl]-1H-pyrazole [C@@H]1([C@H](O)[C@@H](O)[C@H](O)[C@H](O1)CO)OC1=NNC(=C1CC1=CC=C(C=C1)SC)C